6-octenylmethyldimethoxysilane C(CCCCC=CC)[Si](OC)(OC)C